N-((1R,4R)-4-(((5-fluoro-2-((1-isopropyl-1H-pyrazol-4-yl)amino)pyrimidin-4-yl)oxy)methyl)cyclohexyl)acetamide FC=1C(=NC(=NC1)NC=1C=NN(C1)C(C)C)OCC1CCC(CC1)NC(C)=O